(Z)-3-(7-chloro-5-(trifluoromethyl)-2,3-dihydrobenzofuran-2-yl)-N'-hydroxybenzimidamide ClC1=CC(=CC=2CC(OC21)C=2C=C(/C(/N)=N/O)C=CC2)C(F)(F)F